FC=1C(=CC=C2C(=CC=NC12)OC1=CC=C(C=C1)[SH2](=O)C=N)OC {4-[(8-fluoro-7-methoxyquinolin-4-yl)oxy]phenyl}(imino)methyl-λ6-sulfanone